The molecule is a member of the class of dihydroxy-1,4-benzoquinones that is 2,5-dihydroxy-1,4-benzoquinone which is substituted by an undecyl group at position 3. Isolated from Lysimachia punctata and Embelia ribes, it exhibits antimicrobial, antineoplastic and inhibitory activity towards hepatitis C protease. It has a role as a hepatitis C protease inhibitor, an antimicrobial agent, an antineoplastic agent and a plant metabolite. CCCCCCCCCCCC1=C(C(=O)C=C(C1=O)O)O